4-chloro-3-((4-(4-isobutyrylpiperazin-1-yl)but-2-yn-1-yl)oxy)-5-nitrobenzoic acid methyl ester COC(C1=CC(=C(C(=C1)[N+](=O)[O-])Cl)OCC#CCN1CCN(CC1)C(C(C)C)=O)=O